1-(2,6-dichlorophenyl)-4-((2-oxo-2H-[1,2'-bipyridin]-5'-yl)amino)-1H-pyrazole-3-carboxamide ClC1=C(C(=CC=C1)Cl)N1N=C(C(=C1)NC=1C=CC(=NC1)N1C(C=CC=C1)=O)C(=O)N